2-(6-((2S,5R)-2,5-dimethyl-4-(1-(2,2,3,3-tetrafluoro-2,3-dihydrobenzo[b][1,4]dioxin-6-yl)ethyl)piperazin-1-yl)-3,9-dimethyl-2-oxo-3,9-dihydro-2H-purin-8-yl)acetonitrile C[C@@H]1N(C[C@H](N(C1)C(C)C1=CC2=C(OC(C(O2)(F)F)(F)F)C=C1)C)C=1C=2N=C(N(C2N(C(N1)=O)C)C)CC#N